4-((2,6-difluoro-4-(3-(N-methylmethylsulfonamido)-1H-1,2,4-triazol-1-yl)benzyl)oxy)phenyl sulfurofluoridate S(OC1=CC=C(C=C1)OCC1=C(C=C(C=C1F)N1N=C(N=C1)N(S(=O)(=O)C)C)F)(=O)(=O)F